fluoro-N-methyl-[1,1'-biphenyl]-4-carboxamide FC1=C(C=CC(=C1)C(=O)NC)C1=CC=CC=C1